4-[[(1R)-1-[3-(Trifluoromethyl)Phenyl]Ethyl]Amino]-7H,8H-Pyrido[2,3-d]Pyrimidin-7-One FC(C=1C=C(C=CC1)[C@@H](C)NC=1C2=C(N=CN1)NC(C=C2)=O)(F)F